C(C)OCC1(CC=C(CC1)C1=C2N(N=C1CN(CCN(C(OC(C)(C)C)=O)C)C)CC(C2)(F)F)COCC tert-Butyl (2-(((3-(4,4-bis(ethoxymethyl)cyclohex-1-en-1-yl)-5,5-difluoro-5,6-dihydro-4H-pyrrolo[1,2-b]pyrazol-2-yl)methyl)(methyl)amino)ethyl)(methyl)carbamate